2-(1H-imidazol-1-yl-2-d)ethan-1-one N1(C(=NC=C1)[2H])CC=O